CN1CCN(CC1)CC1=CC(=CC=2C(C=3N=C(N=CC3C12)C(F)(F)F)=O)[N+](=O)[O-] 5-((4-Methylpiperazin-1-yl)methyl)-7-nitro-2-(trifluoromethyl)-9H-indeno[2,1-d]pyrimidin-9-one